C(C)OC(=O)C=1C=NN(C1)C1=NC(=C2N=CN(C2=N1)CC1=CC=C(C=C1)OCCN1CCOCC1)OCC1=CC=CC=C1 1-(6-(benzyloxy)-9-(4-(2-morpholinoethoxy)benzyl)-9H-purin-2-yl)-1H-pyrazole-4-carboxylic acid ethyl ester